8-((1R,2R)-2-hydroxy-2-methylcyclopentyl)-6-iodo-pyrido[2,3-d]pyrimidin-7(8H)-one O[C@]1([C@@H](CCC1)N1C(C(=CC2=C1N=CN=C2)I)=O)C